ClC1=C(OCC2=NC=CC(=C2)O[C@H]2C[C@@H](N(CC2)CC2=NC3=C(N2C[C@H]2OCC2)C=C(C=C3)C(=O)O)C)C=CC(=C1)Cl 2-{[(2S,4R)-4-({2-[(2,4-dichlorophenoxy)methyl]pyridin-4-yl}oxy)-2-methylpiperidin-1-yl]methyl}-1-{[(2S)-oxetan-2-yl]methyl}-1H-1,3-benzodiazole-6-carboxylic acid